ClC1=C(C=CC=C1C1=NC=CC(=C1Cl)C1=NC(=C(C=C1)CNCC1NC(CC1)=O)OC)NC=1C(=C(CN2CC3(C2)CNC(C3)=O)C=CC1)F 2-(3-((2-chloro-3-(3'-chloro-6-methoxy-5-((((5-oxopyrrolidin-2-yl)methyl)amino)methyl)-[2,4'-bipyridin]-2'-yl)phenyl)amino)-2-fluorobenzyl)-2,6-diazaspiro[3.4]octan-7-one